pentadecyl-trimethyl-ammonium fluoride [F-].C(CCCCCCCCCCCCCC)[N+](C)(C)C